2-Hydroxypyrimidine-5-carboxylic acid ((1R,3R)-1-biphenyl-4-ylmethyl-3-carbamoyl-3-hydroxypropyl)amide C1(=CC=C(C=C1)C[C@H](C[C@@H](O)C(N)=O)NC(=O)C=1C=NC(=NC1)O)C1=CC=CC=C1